C#CC prop-1-yn